tert-Butyl (4aS,7aR)-4-(2,4,5-trimethoxybenzyl)hexahydrofuro[3,4-b]pyrazine-1(2H)-carboxylate COC1=C(CN2[C@H]3[C@@H](N(CC2)C(=O)OC(C)(C)C)COC3)C=C(C(=C1)OC)OC